BrC=1C=C(C=2C=CN(C2C1)C(C)(C1=NC=CC=C1)C1=NC=CC=C1)C(=O)OC methyl 6-bromo-1-(1,1-di(pyridin-2-yl) ethyl)-1H-indole-4-carboxylate